rac-(1S*,2S*)-2-(3-chlorophenyl)-N-(6-(((6-cyclopropylimidazo[1,2-a]pyridin-2-yl)methyl)amino)-2-(methylsulfinyl)pyrimidin-4-yl)cyclopropane-1-carboxamide ClC=1C=C(C=CC1)[C@@H]1[C@H](C1)C(=O)NC1=NC(=NC(=C1)NCC=1N=C2N(C=C(C=C2)C2CC2)C1)S(=O)C |r|